2-amino-N-((1r,4R)-4-hydroxycyclohexyl)-5-(4-((1R,5S)-3-(1-(methylsulfonyl)piperidin-4-yl)-3-azabicyclo[3.1.0]hexan-1-yl)phenyl)nicotinamide NC1=C(C(=O)NC2CCC(CC2)O)C=C(C=N1)C1=CC=C(C=C1)[C@@]12CN(C[C@H]2C1)C1CCN(CC1)S(=O)(=O)C